(S)-N1-(1-(2-(2-adamantylamino)-2-oxoethyl)-2-oxo-1,2-dihydropyridin-3-yl)-2-(3-methylbenzofuran-2-carboxamido)-5-oxo-N6-pentylhexanediamide C12C(C3CC(CC(C1)C3)C2)NC(CN2C(C(=CC=C2)NC([C@H](CCC(C(=O)NCCCCC)=O)NC(=O)C=2OC3=C(C2C)C=CC=C3)=O)=O)=O